1-[4-[4-fluoro-2-(trifluoromethyl)phenoxy]-5h,6h,7h,8h-pyrido[3,4-d]pyrimidin-2-yl]ethane-1,2-diol FC1=CC(=C(OC=2C3=C(N=C(N2)C(CO)O)CNCC3)C=C1)C(F)(F)F